CC1=NC(=CC(=N1)N1CC2(C1)CN(CC2)C2=NC=CC(=N2)C=2SC=NN2)C(F)(F)F 2-(2-(2-(2-methyl-6-(trifluoromethyl)pyrimidin-4-yl)-2,6-diazaspiro[3.4]octan-6-yl)pyrimidin-4-yl)-1,3,4-thiadiazole